[3-(benzyloxy)-1-(difluoromethyl)cyclobutoxy]trimethylsilane C(C1=CC=CC=C1)OC1CC(C1)(O[Si](C)(C)C)C(F)F